tert-amoxide CCC(C)(C)[O-]